C(C)C1=CC2=C(C(=NN(C2=O)CC(=O)NC2=NC=CC=N2)C)O1 (2-ethyl-7-methyl-4-oxofuro[2,3-d]pyridazin-5(4H)-yl)-N-(pyrimidin-2-yl)acetamide